O=C1NC(CCC1N1C(N(C2=C1C=CC=C2N2CC1(CN(C1)C(=O)OC(C)(C)C)C2)C)=O)=O tert-butyl 6-(1-(2,6-dioxopiperidin-3-yl)-3-methyl-2-oxo-2,3-dihydro-1H-benzo[d]imidazol-4-yl)-2,6-diazaspiro[3.3]heptane-2-carboxylate